tetrafluoroborate-benzotriazole uronium [NH2+]=C(O)N.N1N=NC2=C1C=CC=C2.F[B-](F)(F)F